(3'R)-5',5'-difluoro-4-methyl-2-oxo[1,3'-bipiperidine]-1'-carboxylic acid tert-butyl ester C(C)(C)(C)OC(=O)N1C[C@@H](CC(C1)(F)F)N1C(CC(CC1)C)=O